CN1CC2CN(CC(C1)O2)C=2C=CC=1N(C2)N=C(N1)C1=C2C=C(N=CC2=C(N=C1)NC)C1(CC1)C(=O)N (5-(6-(7-methyl-9-oxa-3,7-diazabicyclo[3.3.1]non-3-yl)-[1,2,4]triazolo[1,5-a]pyridin-2-yl)-8-(methylamino)-2,7-naphthyridin-3-yl)cyclopropanecarboxamide